CN(S(=O)(=O)NC(C1=C(C(=C(C=C1)C(=O)N1CC2=C(CC1)C=1C(=CC(=C(C1OC2=O)C)N2C[C@@H](N(CC2)C)COC)C)F)OCC)=O)C (R)-N-(N,N-dimethylsulfamoyl)-2-ethoxy-3-fluoro-4-(8-(3-(methoxymethyl)-4-methylpiperazin-1-yl)-7,10-dimethyl-5-oxo-1,3,4,5-tetrahydro-2H-chromeno[3,4-c]pyridine-3-carbonyl)benzamide